(R)-3-(4-((3,5-dichloro-4-((S)-3-chloro-2-hydroxypropoxy)phenyl)sulfonyl)phenoxy)propane-1,2-diol ClC=1C=C(C=C(C1OC[C@@H](CCl)O)Cl)S(=O)(=O)C1=CC=C(OC[C@@H](CO)O)C=C1